COC1=CC=C(C(=N1)C)S(=O)(=O)N1CCC2(CCC(C2)N2CC(C2)O)CC1 1-(8-((6-methoxy-2-methylpyridin-3-yl)sulfonyl)-8-azaspiro[4.5]decan-2-yl)azetidin-3-ol